1-(1-(fluoromethyl)cyclopropyl)-N-((5-phenyl-1,3,4-thiadiazol-2-yl)methyl)-1H-1,2,3-triazole-4-carboxamide FCC1(CC1)N1N=NC(=C1)C(=O)NCC=1SC(=NN1)C1=CC=CC=C1